C1(CC1)OC1=CN=CC(=N1)NC1=C(C=NN1C)C1=CC=C(C=N1)C1=CC=C(C=C1)C1(CC1)C(=O)O 1-[4-[6-[5-[[6-(cyclopropyloxy)pyrazin-2-yl]amino]-1-methyl-pyrazol-4-yl]-3-pyridinyl]phenyl]cyclopropanecarboxylic acid